2-((4-((R)-2-(4-chloro-2-fluorophenyl)-4-fluoro-2H-chromen-8-yl-2-d)piperidin-1-yl)methyl)-1-(((S)-oxetan-2-yl)methyl)-1H-benzo[d]imidazole-6-carboxylic acid ClC1=CC(=C(C=C1)[C@@]1(OC2=C(C=CC=C2C(=C1)F)C1CCN(CC1)CC1=NC2=C(N1C[C@H]1OCC1)C=C(C=C2)C(=O)O)[2H])F